Cl.N(C(=N)N)[C@H](CO)C (S)-2-Guanidino-1-Propanol Hydrochloride